N-benzyl-5-phenylisoxazole C(C1=CC=CC=C1)N1OC(=CC1)C1=CC=CC=C1